[3-(dimethyl-carbamoyl)phenyl]boronic acid CN(C(=O)C=1C=C(C=CC1)B(O)O)C